C(CCC)[Zr] normal butyl-zirconium